BrC1=CC2=C(OC=C2C(=O)OCC)C2=C1OC(=C2)C ethyl 5-bromo-7-methylbenzo[1,2-b:3,4-b']difuran-3-carboxylate